ClC1=CC(=C(C=C1)C1=NC(=CC=2N=C(N(C(C21)=O)C)C)N2CC(OCC2)C2=NOC(=N2)C2=CC=CC=C2)F 5-(4-chloro-2-fluoro-phenyl)-2,3-dimethyl-7-(2-(5-phenyl-1,2,4-oxadiazol-3-yl)-4-morpholinyl)pyrido-[4,3-d]pyrimidin-4(3H)-one